BrC1=CC2=C(C(=NO2)C2=C(C=CC=C2)[C@H](CC2=NC(=CC=C2F)S(=O)(=O)C)N)C=C1 (S)-1-[2-(6-Bromobenzo[d]isoxazol-3-yl)phenyl]-2-(3-Fluoro-6-methylsulfonylpyridin-2-yl)ethan-1-amine